4-hydroxy-6-diethylphosphinyloxy-1,5-naphthyridine OC1=CC=NC2=CC=C(N=C12)OP(=O)(CC)CC